FC1=C(C(=CC(=C1)OC1CN(C1)CCCF)F)[C@H]1N([C@@H](CC2=C1NC1=CC=CC=C21)C)CC2(CC2)CF (1R,3R)-1-[2,6-difluoro-4-[1-(3-fluoropropyl)azetidin-3-yl]oxy-phenyl]-2-[[1-(fluoromethyl)cyclopropyl]methyl]-3-methyl-1,3,4,9-tetrahydropyrido[3,4-b]indole